(6R)-6-methyl-5-prop-2-enoyl-6,7-dihydro-4H-pyrazolo[1,5-a]pyrazin C[C@H]1N(CC=2N(C1)N=CC2)C(C=C)=O